(2S,3S,4R,5R)-2-(bis(4-methoxyphenyl) (phenyl)methoxy)-4-methoxy-5-(6-(N-methylbenzamido)-9H-purin-9-yl)tetrahydrofuran-3-yl(2-cyanoethyl)diisopropylphosphoramidite COC1=CC=C(C=C1)C(O[C@H]1O[C@H]([C@@H]([C@@H]1OP([O-])N(C(C)(C)CCC#N)C(C)C)OC)N1C2=NC=NC(=C2N=C1)N(C(C1=CC=CC=C1)=O)C)(C1=CC=CC=C1)C1=CC=C(C=C1)OC